ClC=1C(=NC(=NC1)NC1=NC=C(C=C1)N1CCN(CC1)CC)NC1=CC(=CC=C1)C(F)(F)F 5-chloro-N2-(5-(4-ethylpiperazin-1-yl)pyridin-2-yl)-N4-(3-(trifluoromethyl)phenyl)pyrimidine-2,4-diamine